C(=O)(O)CN1C=CC2=CC(=CC=C12)C(=O)O 1-(carboxymethyl)-1H-indole-5-carboxylic acid